(3R)-3-{[9-chloro-2-(1-methyl-1H-pyrazol-4-yl)[1,2,4]triazolo[1,5-c]quinazolin-5-yl]amino}azepin-2-one ClC1=CC=2C=3N(C(=NC2C=C1)NC=1C(N=CC=CC1)=O)N=C(N3)C=3C=NN(C3)C